ClC=1N=C(N(C1)C)C1=CC=C(CN2C3=NC(=NC(=C3N(C2=N)C)C)C2=C(C=CC=C2)C(C)C)C=C1 9-(4-(4-chloro-1-methyl-1H-imidazol-2-yl)benzyl)-2-(2-isopropylphenyl)-6,7-dimethyl-7,9-dihydro-8H-purin-8-imine